O=C1NC(CCC1N1C(C2=CC=C(C=C2C1=O)N1CCN(CC1)CC1(CCN(CC1)CC1CCN(CC1)C(=O)OC(C)(C)C)F)=O)=O tert-butyl 4-[[4-[[4-[2-(2,6-dioxo-3-piperidyl)-1,3-dioxo-isoindolin-5-yl]piperazin-1-yl]methyl]-4-fluoro-1-piperidyl]methyl]piperidine-1-carboxylate